C(=C)C1=C(C=CC=C1)P(CCP(C1=CC=CC=C1)C1=C(C=CC=C1)C=C)C1=CC=CC=C1 1,2-bis(2-vinylphenyl-phenylphosphino)ethane